[Cl-].[Sc+3].[Cl-].[Cl-] Scandium chlorid